4-[(9-cyclopentyl-7,7-difluoro-5-methyl-6-oxo-8H-pyrimido[4,5-b][1,4]diazepin-2-yl)amino]-2-fluoro-5-methoxy-N-(4-piperazin-1-ylcyclohexyl)benzamide C1(CCCC1)N1C2=C(N(C(C(C1)(F)F)=O)C)C=NC(=N2)NC2=CC(=C(C(=O)NC1CCC(CC1)N1CCNCC1)C=C2OC)F